CC(=O)NC1S(CCC1)(=O)=O N-(methylcarbonyl)aminotetrahydrothiophene-1,1-dioxide